FC1=C(C(=O)NNC(=O)OC(C)(C)C)C=C(C=C1)OC(F)(F)F tert-Butyl 2-(2-fluoro-5-(trifluoromethoxy)benzoyl)hydrazine-1-carboxylate